6-(4-biphenylyl)methoxy-2-[2-(N,N-dimethylamino)ethyl]tetralin ethyl-2-(7-cyano-5-hydroxybenzofuran-3-yl)acetate C(C)OC(CC1=COC2=C1C=C(C=C2C#N)O)=O.C2(=CC=C(C=C2)COC=2C=C1CCC(CC1=CC2)CCN(C)C)C2=CC=CC=C2